4-[[(2S,3S,4R,5R)-3-(3,4-Difluoro-2-vinyl-phenyl)-4,5-dimethyl-5-(trifluoromethyl)tetrahydrofuran-2-carbonyl]amino]pyridin-2-carboxamid FC=1C(=C(C=CC1F)[C@H]1[C@H](O[C@]([C@@H]1C)(C(F)(F)F)C)C(=O)NC1=CC(=NC=C1)C(=O)N)C=C